3-(3-fluoro-4-((methylsulfonyl)methyl)phenyl)-1H-indole-2-carboxylic acid FC=1C=C(C=CC1CS(=O)(=O)C)C1=C(NC2=CC=CC=C12)C(=O)O